isopropyl methylenemalonate C=C(C(=O)OC(C)C)C(=O)[O-]